FC12CC(C1)(C2)CNC2=C1C=CNC(C1=CN=C2)=O 5-[(3-fluoro-1-bicyclo[1.1.1]pentanyl)methylamino]-2,7-naphthyridin-1-one